bis(cyclopentadienyl)bis[2,6-difluoro-3-(2,2-dimethyl-3-allyloxypropionylamino)phenyl]titanium C1(C=CC=C1)[Ti](C1=C(C(=CC=C1F)NC(C(COCC=C)(C)C)=O)F)(C1=C(C(=CC=C1F)NC(C(COCC=C)(C)C)=O)F)C1C=CC=C1